6-methyl-2-(methylthio)-N-(3-(4-(6-(trifluoromethyl)pyridin-3-yl)phenyl)propyl)thieno[2,3-d]pyrimidin CC1=CC2=C(N(C(N=C2)SC)CCCC2=CC=C(C=C2)C=2C=NC(=CC2)C(F)(F)F)S1